(S)-N-(2-(2-methoxyphenyl)propan-2-yl)-2-methyl-3-(pyrrolidin-1-yl)propionamide COC1=C(C=CC=C1)C(C)(C)NC([C@H](CN1CCCC1)C)=O